5-chloro-1-ethyl-2-(4-fluorophenyl)-6-oxo-1,6-dihydropyridin-3-carbamate ClC1=CC(=C(N(C1=O)CC)C1=CC=C(C=C1)F)NC(=O)[O-]